C(CCCCCCCCCCCCCCCCC)N1C(=C(C(C2=C(C=C(C=C12)O)O)=O)O)C1=CC(=C(C=C1)O)O N-octadecyl-2-(3,4-dihydroxyphenyl)-3,5,7-trihydroxyquinolin-4-one